OCCOC=1C=C(C(C#N)=CC1)C#N 4-(2-hydroxyethoxy)phthalonitrile